FC(C1=NC=C(C=N1)NC(=O)C1CC12CCN(CC2)C(=O)OC(C(F)(F)F)C(F)(F)F)(F)F 1,1,1,3,3,3-hexafluoropropan-2-yl (+)-1-((2-(trifluoromethyl) pyrimidin-5-yl)carbamoyl)-6-azaspiro[2.5]octane-6-carboxylate